N-(4-(4,4,5,5-tetramethyl-1,3,2-dioxaborolan-2-yl)phenyl)but-2-ynamide CC1(OB(OC1(C)C)C1=CC=C(C=C1)NC(C#CC)=O)C